7,8-Dimethyl-5-(piperazin-1-yl)-2,3-dihydro-1,4-benzodioxine CC=1C=C(C2=C(OCCO2)C1C)N1CCNCC1